COC(=O)C=1C=CC2=C(N(C(=N2)[C@@H](C)Cl)C[C@H]2OCC2)C1 2-((R)-1-chloroethyl)-1-(((S)-oxetan-2-yl)methyl)-1H-benzo[d]imidazole-6-carboxylic acid methyl ester